N1=C(C=NC=C1)NC(=O)C1CCNCC1 N-(pyrazin-2-yl)piperidine-4-carboxamide